heptamethylenoxid C1CCCCCCO1